C(C1=CC=CC=C1)SC=1C=C(C=2N(C1)C(=NN2)C(=O)NN)Br 6-(benzylthio)-8-bromo-[1,2,4]triazolo[4,3-a]pyridin-3-carbohydrazide